(R)-3-(3-Chloro-4-fluorophenyl)-1-(8-fluoro-6-oxo-1,4,5,6-tetrahydro-2H-pyrano[3,4-c]isoquinolin-1-yl)-1-methylurea ClC=1C=C(C=CC1F)NC(N(C)[C@H]1COCC=2NC(C=3C=C(C=CC3C21)F)=O)=O